BrC1=CC=C2C3(C(=NC2=C1)SC)CCC3 6'-bromo-2'-(methylthio)spiro[cyclobutane-1,3'-indole]